tetraglycidyl-meta-xylenediamine C(C1CO1)C(C=1C(=C(C(=C(C1CC1CO1)CC1CO1)N)C)N)CC1CO1